(3S)-N-cyclopropyl-2-hydroxy-3-{[(5S)-6-{imidazo[1,2-a]pyridine-2-carbonyl}-6-azaspiro[2.5]octan-5-yl]formamido}-4-[(3S)-2-oxopyrrolidin-3-yl]butanamide C1(CC1)NC(C([C@H](C[C@H]1C(NCC1)=O)NC(=O)[C@@H]1CC2(CC2)CCN1C(=O)C=1N=C2N(C=CC=C2)C1)O)=O